3-((8-methoxy-2-(6-methoxypyridin-3-yl)-2,3-dihydrobenzo[b][1,4]dioxin-6-yl)methyl)-6-(1H-1,2,4-triazol-1-yl)-3H-imidazo[4,5-b]pyridine COC1=CC(=CC2=C1OC(CO2)C=2C=NC(=CC2)OC)CN2C=NC=1C2=NC=C(C1)N1N=CN=C1